FC(OC1=CC=C(C=C1)S(=O)(=O)NC1CCN(CC1)S(=O)(=O)C1=CC=C(C=C1)NC(C)=O)(F)F N-(4-((4-((4-(trifluoromethoxy)phenyl)sulfonamido)piperidin-1-yl)sulfonyl)phenyl)acetamide